ClC1=C(C=C(OCC2=NOC(=N2)C23CC(C2)(C3)N)C=C1)F 3-(3-((4-chloro-3-fluorophenoxy)methyl)-1,2,4-oxadiazol-5-yl)bicyclo[1.1.1]pentan-1-amine